COC1=CC=C(C=C1)[Si](CC)(CC)CC 1-methoxy-4-(triethylsilyl)-benzene